N-(4-(ethylsulfonyl)benzyl)-10H-phenothiazine-2-carboxamide C(C)S(=O)(=O)C1=CC=C(CNC(=O)C2=CC=3NC4=CC=CC=C4SC3C=C2)C=C1